ClC1=NC=CC(=N1)C1=CC=C(S1)CO (5-(2-chloropyrimidin-4-yl)thiophen-2-yl)methanol